ClC1=CN=C2N1N=C(C=C2)Cl 3-chloro-6-chloroimidazo[1,2-b]pyridazine